C(#N)C1=C(C=CC(=C1)N(S(=O)(=O)CC)CC1=CC=C(C=C1)F)N1CCN(CC1)S(=O)(=O)N(C)C 4-(2-cyano-4-(N-(4-fluorobenzyl)ethanesulfonamido)phenyl)-N,N-dimethylpiperazin-1-sulfonamide